C(C)(C)(C)OC(=O)NCCCC[C@H](NC([C@@H](NC(C(=O)NC1=C(C=CC=C1)F)=O)CC(C)C)=O)C(=O)OC methyl N6-(tert-butoxycarbonyl)-N2-((2-((2-fluorophenyl)amino)-2-oxoacetyl)-L-leucyl)-L-lysinate